FC=1C=C(C=CC1F)S(=O)(=O)CC(=O)C1=CC=C(C=C1)C1=NOC(=N1)C(F)(F)F 2-((3,4-difluorophenyl)sulfonyl)-1-(4-(5-(trifluoromethyl)-1,2,4-oxadiazol-3-yl)phenyl)ethan-1-one